(S)-3-(2,4-difluorophenyl)-N-(7-((1-hydroxycyclobutyl)ethynyl)-5-methyl-4-oxo-2,3,4,5-Tetrahydrobenzo[b][1,4]oxazepine-3-yl)imidazo[2,1-b]thiazole-6-carboxamide FC1=C(C=CC(=C1)F)C=1N2C(SC1)=NC(=C2)C(=O)N[C@@H]2C(N(C1=C(OC2)C=CC(=C1)C#CC1(CCC1)O)C)=O